9-(4-((1-(3-fluoropropyl)azetidin-3-ylidene)methyl)phenyl)-8-(4-methoxy-3-(trifluoromethyl)phenyl)-6,7-dihydro-5H-benzo[7]annulene-3-carboxylic acid FCCCN1CC(C1)=CC1=CC=C(C=C1)C1=C(CCCC2=C1C=CC(=C2)C(=O)O)C2=CC(=C(C=C2)OC)C(F)(F)F